6-butyl-5-(2,6-dimethoxyphenyl)-3-[4-(5-phenyl-1H-pyrazol-3-yl)piperidine-1-carbonyl]pyridine-2,4-diol C(CCC)C1=C(C(=C(C(=N1)O)C(=O)N1CCC(CC1)C1=NNC(=C1)C1=CC=CC=C1)O)C1=C(C=CC=C1OC)OC